4-[(1S,3S)-3-(3-cyclobutyl-1,2,4-oxadiazol-5-yl)-2,2-dimethylcyclopropyl]benzenesulfonamide C1(CCC1)C1=NOC(=N1)[C@@H]1C([C@H]1C1=CC=C(C=C1)S(=O)(=O)N)(C)C